COC([C@@H](NC(C(C)(C)Br)=O)COC(C)(C)C)=O N-(2-bromo-2-methylpropanoyl)-O-(tert-butyl)serine methyl ester